[Mn](=O)(=O)([O-])[O-].[Sb](O)(O)(O)=O.[Pb+2] lead antimonate manganate